di(methoxysulfonylphenyl)methylsulfonium hexafluoroantimonate F[Sb-](F)(F)(F)(F)F.COS(=O)(=O)C1=C(C=CC=C1)C(C1=C(C=CC=C1)S(=O)(=O)OC)[SH2+]